ClC=1SC=2C(=CC=3CCN(C3C2)C(C(F)(F)F)=O)N1 1-(2-chloro-6,7-dihydro-5H-thiazolo[4,5-f]indol-5-yl)-2,2,2-trifluoroethan-1-one